OC(=O)C(F)(F)F.NC1=C(C=CC=C1)NC(C1=CC=C(C=C1)\C=C\C(=O)N1CCC(CC1)CNC1C(C1)C1=CC=C(C=C1)F)=O (E)-N-(2-aminophenyl)-4-(3-(4-(((2-(4-fluorophenyl)cyclopropyl)amino)methyl)piperidin-1-yl)-3-oxoprop-1-en-1-yl)benzamide TFA Salt